5-bromo-3-{[(1R)-1-(2,4-dichlorophenyl)ethyl]amino}-1-methylpyridin-2-one BrC=1C=C(C(N(C1)C)=O)N[C@H](C)C1=C(C=C(C=C1)Cl)Cl